COC1=CC=C(C=C1)P1(SP(S1)=S)=S 4-methoxyphenyl-1,3,2,4-dithiadiphosphetane-2,4-disulfide